N1=C(C=CC=C1)[N-]C1C#CC1 pyridylcyclobutynyl-amide